1-(4-(pyrrolidin-1-ylsulfonyl)phenyl)piperazine N1(CCCC1)S(=O)(=O)C1=CC=C(C=C1)N1CCNCC1